2-(4-methoxypiperidin-1-yl)-1-methyl-1H-imidazo[4,5-d]thieno[3,2-b]pyridine COC1CCN(CC1)C1=NC=2C(=C3C(=NC2)C=CS3)N1C